ClC1=CC=C(C=C1)C1(OC1)C(C)C=C (l)-2-(4-chlorophenyl)-2-(but-3-en-2-yl)-oxirane